methyl 4-(2-((1R,3r,5S)-3-((5-cyclopropyl-3-(2-(trifluoromethoxy) phenyl) isoxazol-4-yl) methoxy)-8-azabicyclo[3.2.1]oct-8-yl) thiazol-4-yl)-2-fluorobenzoate C1(CC1)C1=C(C(=NO1)C1=C(C=CC=C1)OC(F)(F)F)COC1C[C@H]2CC[C@@H](C1)N2C=2SC=C(N2)C2=CC(=C(C(=O)OC)C=C2)F